[N+](=O)([O-])C1=CC=C(C=C1)N1CCN(CC1)C1CCC(CC1)NC(OC(C)(C)C)=O tert-butyl N-[4-[4-(4-nitrophenyl)piperazin-1-yl]cyclohexyl]carbamate